C(C)OC(C(F)(F)C1=C(C=C(C=C1)C=O)C#N)=O (2-cyano-4-formylphenyl)-2,2-difluoroacetic acid ethyl ester